S1C(=NC2=C1C=CC=C2)OC2CC(C2)NC(OC(C)(C)C)=O tert-butyl ((1r,3r)-3-(benzo[d]thiazol-2-yloxy)cyclobutyl)carbamate